(S)-5-bromo-2-(3-(5-(trifluoromethyl)pyridin-2-yloxy)pyrrolidin-1-yl)benzamide BrC=1C=CC(=C(C(=O)N)C1)N1C[C@H](CC1)OC1=NC=C(C=C1)C(F)(F)F